(4-formyl-2-methoxy-phenyl) 2-methylpropanoate CC(C(=O)OC1=C(C=C(C=C1)C=O)OC)C